ClC1=C(C(=C2C=NNC2=C1)C1=CC=C2C(=NC(=NC2=C1F)OC[C@]12CCCN2C[C@@H](C1)F)N1C[C@@]2(CCO2)CCC1)\C=C/C (4S)-6-(7-(6-Chloro-5-((Z)-prop-1-en-1-yl)-1H-indazol-4-yl)-8-fluoro-2-(((2R,7aS)-2-fluorotetrahydro-1H-pyrrolizin-7a(5H)-yl)methoxy)quinazolin-4-yl)-1-oxa-6-azaspiro[3.5]nonane